COC1CNCCC1 3-methoxypiperidine